FC=1C=C(CS(=NC(C2=CC=C(C=C2)C2=NOC(=N2)C(F)(F)F)=O)(=O)C)C=CC1 N-((3-fluorobenzyl)(methyl)(oxo)-λ6-sulfaneylidene)-4-(5-(trifluoromethyl)-1,2,4-oxadiazol-3-yl)benzamide